tert-butyl (1R,4R,5S)-5-(2-((R)-1-acetylpyrrolidin-2-yl)-7-chloro-6-fluoro-4-(methylsulfinyl)-1H-pyrrolo[3,2-c][1,6]naphthyridin-1-yl)-2-azabicyclo[2.1.1]hexane-2-carboxylate C(C)(=O)N1[C@H](CCC1)C1=CC=2C(=NC=3C(=C(N=CC3C2N1[C@H]1[C@H]2CN([C@@H]1C2)C(=O)OC(C)(C)C)Cl)F)S(=O)C